quinolin-1-yl-2-(cyanomethyl)piperidine-1-carboxylic acid tert-butyl ester C(C)(C)(C)OC(=O)N1C(CCCC1)(CC#N)N1CC=CC2=CC=CC=C12